3,3-difluoro-4-((6-isopropoxy-4-oxo-3-((2-(trimethylsilyl)ethoxy)methyl)-3,4-dihydroquinazolin-5-yl)oxy)piperidine-1-carboxylic acid tert-butyl ester C(C)(C)(C)OC(=O)N1CC(C(CC1)OC1=C2C(N(C=NC2=CC=C1OC(C)C)COCC[Si](C)(C)C)=O)(F)F